(2S)-2-(4-chloro-6-oxo-pyridazin-1-yl)-N-methyl-N-[4-methyl-3-[2-(2-pyridyl)ethylsulfamoyl]phenyl]propanamide ClC=1C=NN(C(C1)=O)[C@H](C(=O)N(C1=CC(=C(C=C1)C)S(NCCC1=NC=CC=C1)(=O)=O)C)C